O[C@@]1(CC[C@@H]2[C@H]3CC[C@@]4([C@H](CC[C@H]4[C@@H]3CC[C@@H]2C1)[S@@](=O)CN1N=CC(=C1)C#N)C)C 1-(((R)-((3R,5R,8R,9R,10S,13S,14S,17S)-3-hydroxy-3,13-dimethylhexadecahydro-1H-cyclopenta[a]phenanthren-17-yl)sulfinyl)methyl)-1H-pyrazole-4-carbonitrile